F[C@H]1C[C@@H](N(C1)C=1C=CC=2N(N1)C(=CN2)C2=NC=CC(=N2)CO)C=2C(=NC=C(C2)F)OC (2-(6-((2R,4S)-4-fluoro-2-(5-fluoro-2-methoxypyridin-3-yl)pyrrolidin-1-yl)imidazo[1,2-b]pyridazin-3-yl)pyrimidin-4-yl)methanol